N1(N=NC=C1)CC1=CC=C(C=C1)C1=NOC(=N1)C(F)(F)F 3-[4-(1H-1,2,3-triazol-1-ylmethyl)phenyl]-5-(trifluoromethyl)-1,2,4-oxadiazole